(S)-(2-(3-hydroxypyrrolidin-1-yl)pyrimidin-5-yl)boric acid O[C@@H]1CN(CC1)C1=NC=C(C=N1)OB(O)O